N,N-dimethyl-2-(5-(4,4,5,5-tetramethyl-1,3,2-dioxaborolane-2-yl)-2H-Indazol-2-yl)acetamide CN(C(CN1N=C2C=CC(=CC2=C1)B1OC(C(O1)(C)C)(C)C)=O)C